[Na+].C1(=CC=C2C=CC3=CC=CC4=CC=C1C2=C34)C(=O)[O-] 1-pyrenecarboxylic acid sodium salt